ethoxy-6-nitropyridine-3-carboxylic acid C(C)OC1=NC(=CC=C1C(=O)O)[N+](=O)[O-]